N-(4'-fluoro-6-(((S)-pyrrolidin-3-yl)oxy)-[1,1'-biphenyl]-3-yl)-4-(((S)-pyrrolidin-3-yl)oxy)-3-(4-(trifluoromethyl)cyclohexyl)benzamide FC1=CC=C(C=C1)C1=CC(=CC=C1O[C@@H]1CNCC1)NC(C1=CC(=C(C=C1)O[C@@H]1CNCC1)C1CCC(CC1)C(F)(F)F)=O